C(C(C)C)C1=CC(=NN1C1=CC(=CC=C1)OC(C)C)NC1=C(C(=O)O)C=C(C=N1)C=1SC=CC1.CC(=C)C1=CC=C(C=C1)C α-methyl-p-methyl-styrene 2-((5-isobutyl-1-(3-isopropoxyphenyl)-1H-pyrazol-3-yl)amino)-5-(thiophen-2-yl)nicotinate